C(C)(C)(C)OC(=O)NC(C(C(=O)O)NC(=O)OCC1C2=CC=CC=C2C=2C=CC=CC12)(C)C 3-(tert-Butoxycarbonylamino)-2-(9H-fluoren-9-ylmethoxycarbonylamino)-3-methyl-butyric acid